tert-butyl 4-[4-(2,4-dibenzyloxyphenyl)-2,3-dihydro-1,4-benzoxazin-8-yl]piperidine-1-carboxylate C(C1=CC=CC=C1)OC1=C(C=CC(=C1)OCC1=CC=CC=C1)N1CCOC2=C1C=CC=C2C2CCN(CC2)C(=O)OC(C)(C)C